ClC1=CC(=C(C(=C1)C)B1OC(C(O1)(C)C)(C)C)OCOC 2-[4-chloro-2-(methoxymethoxy)-6-methyl-phenyl]-4,4,5,5-tetramethyl-1,3,2-dioxaborolane